trimethoxyFluorosilane CO[Si](F)(OC)OC